5-(4-((2-(dimethylamino)ethyl)amino)-3,5-dimethylphenyl)-1-p-toluenesulfonyl-1H-pyrrole CN(CCNC1=C(C=C(C=C1C)C1=CC=CN1S(=O)(=O)C1=CC=C(C)C=C1)C)C